i-propyltrichlorotin C(C)(C)[Sn](Cl)(Cl)Cl